(R)-4-((8-cyclopentyl-7-ethyl-5-methyl-6-oxo-5,6,7,8-tetrahydropteridin-2-yl)(methyl)amino)-3-methoxy-N-(2-(2-(2-(piperidin-4-yloxy)ethoxy)ethoxy)ethyl)benzamide C1(CCCC1)N1[C@@H](C(N(C=2C=NC(=NC12)N(C1=C(C=C(C(=O)NCCOCCOCCOC2CCNCC2)C=C1)OC)C)C)=O)CC